N-[2,3,3,3-tetrafluoro-2-(heptafluoropropoxy)propionyl]-gamma-aminopropyl-trimethoxysilane FC(C(=O)NCCC[Si](OC)(OC)OC)(C(F)(F)F)OC(C(C(F)(F)F)(F)F)(F)F